5-(5-(5-fluoro-2-methoxypyridin-4-yl)-1H-pyrazole-3-carbonyl)-N-((1r,4r)-4-hydroxy-4-(trifluoromethyl)cyclohexyl)-2-oxa-5-azaspiro[3.5]nonane-8-carboxamide FC=1C(=CC(=NC1)OC)C1=CC(=NN1)C(=O)N1C2(COC2)CC(CC1)C(=O)NC1CCC(CC1)(C(F)(F)F)O